C[C@]12CCC3[C@@H](CC[C@H]4[C@H]([C@H](O[C@@H]([C@@]34OO1)O2)OCCCOC=2C=C(C=CC2)NC(C)=O)C)C N-(3-(3-(((3R,6R,8aS,9R,10S,12R,12aR)-3,6,9-Trimethyldecahydro-12H-3,12-epoxy-[1,2]dioxepino[4,3-i]isochromen-10-yl)oxy)propoxy)phenyl)acetamide